3,5-difluoro-4-((4-hydroxyimidazo[4,5-c]pyridin-1-yl)methyl)phenylboronic acid FC=1C=C(C=C(C1CN1C=NC=2C(=NC=CC21)O)F)B(O)O